1H-imidazole-2,5-diamine N1C(=NC=C1N)N